C(CCCCC(C)C)S iso-octanethiol